2Z-decen-4-ynic acid N-isobutylamide C(C(C)C)NC(\C=C/C#CCCCCC)=O